ClC1=CC=CC=2N(C[C@H]3N(C12)CC[C@H](C3)C(=O)O)C3=CC=C(C=C3)C(F)(F)F (trans)-1-chloro-5-(4-(trifluoromethyl)phenyl)-6,6a,7,8,9,10-hexahydro-5H-pyrido[1,2-a]quinoxaline-8-carboxylic acid